[Si](C)(C)(C(C)(C)C)OCC1=C(C=C(C=C1)CO)C (4-(((tert-butyldimethylsilyl)oxy)methyl)-3-methylphenyl)methanol